phenanthridin-4(1H)-one C1C=CC(C2=NC=C3C=CC=CC3=C12)=O